rac-tert-butyl 3-ethyl[1,4'-bipiperidine]-1'-carboxylate C(C)[C@H]1CN(CCC1)C1CCN(CC1)C(=O)OC(C)(C)C |r|